OCCS(=O)(=O)NC1=CC(=C(C(=O)NC2=NN(C(=C2)C)C2CCN(C3(CC3)C2)C)C=C1)N1CCC2(CC2)CC1 4-((2-hydroxyethyl)sulfonamido)-N-(5-methyl-1-(4-methyl-4-azaspiro[2.5]octan-7-yl)-1H-pyrazol-3-yl)-2-(6-azaspiro[2.5]octan-6-yl)benzamide